{6-[(1R,2S,3S,5S)-3-amino-2-fluoro-8-azabicyclo[3.2.1]octan-8-yl]-3-(5-chloro-3-methoxyquinoxalin-6-yl)-1H-pyrazolo[3,4-b]pyrazin-5-yl}methanol N[C@@H]1[C@@H]([C@H]2CC[C@@H](C1)N2C2=C(N=C1C(=N2)NN=C1C=1C(=C2N=C(C=NC2=CC1)OC)Cl)CO)F